FC(C(F)(F)F)(O)C(C(C(C(C(C(F)(F)F)(F)F)(F)F)(F)F)(F)F)(F)F perfluoro-n-hexylethanol